4-(trans-2-(cyclobutylamino)-cyclopropyl)-5-methyl-N-(1-methyl-1H-pyrazol-4-yl)thiophene-2-carboxamide C1(CCC1)N[C@H]1[C@@H](C1)C=1C=C(SC1C)C(=O)NC=1C=NN(C1)C